O1C(=NC2=C1C=CC=C2)CC(C)C2=C(C=C(C=C2)O)O 4-[1-(1,3-benzoxazol-2-yl)propan-2-yl]benzene-1,3-diol